2-methyl-2-((6-(trifluoromethyl)pyridin-3-yl)oxy)propanoic acid CC(C(=O)O)(C)OC=1C=NC(=CC1)C(F)(F)F